1,4-difluorosulfonyloxybenzene FS(=O)(=O)OC1=CC=C(C=C1)OS(=O)(=O)F